(R)-2-(3-bromo-1-methyl-5-(3-methylmorpholino)-1H-pyrazolo[4,3-b]pyridin-7-yl)-2-methylpropanenitrile BrC1=NN(C=2C1=NC(=CC2C(C#N)(C)C)N2[C@@H](COCC2)C)C